FC=1C=C2C(=NN(C2=CC1C1=CCNC2(CC2)C1)C)N1C(NC(CC1)=O)=O 1-(5-fluoro-1-methyl-6-(4-azaspiro[2.5]oct-6-en-7-yl)-1H-indazol-3-yl)dihydropyrimidine-2,4(1H,3H)-dione